D-Glucuronat O=C[C@H](O)[C@@H](O)[C@H](O)[C@H](O)C(=O)[O-]